Ethanesulfonic acid {2-[5-(7-fluoro-1-methyl-2-oxo-1,2,3,4-tetrahydro-quinolin-6-yl)-pyridin-3-yloxy]-ethyl}-amide FC1=C(C=C2CCC(N(C2=C1)C)=O)C=1C=C(C=NC1)OCCNS(=O)(=O)CC